9-chloro-6-(3-(dimethylamino)propyl)-2,3,4,6-tetrahydro-1H-indolo[2,3-b]quinolin-11-amine ClC1=CC2=C(C=C1)N(C1=NC=3CCCCC3C(=C12)N)CCCN(C)C